N-(6-(4-fluoro-3-(2-hydroxyethoxy)phenyl)-1-(4-fluorophenyl)-1H-pyrazolo[3,4-d]pyrimidin-4-yl)-5-nitrothiophene-2-carboxamide FC1=C(C=C(C=C1)C1=NC(=C2C(=N1)N(N=C2)C2=CC=C(C=C2)F)NC(=O)C=2SC(=CC2)[N+](=O)[O-])OCCO